2-(5-bromo-2,3-dihydro-1H-inden-1-yl)-2-azaspiro[3.3]Heptane-6-carboxylic acid methyl ester COC(=O)C1CC2(CN(C2)C2CCC3=CC(=CC=C23)Br)C1